CC(CC)(CCCCCCCCCCCCCCC)O 3-Methyl-octadecan-3-ol